1,2,3-Propanetriol Trioctanoate C(CCCCCCC)(=O)OCC(COC(CCCCCCC)=O)OC(CCCCCCC)=O